(S)-N-(4-(4-amino-7-(3,6-dihydro-2H-pyran-4-yl)-1-methyl-1H-pyrazolo[4,3-c]pyridin-3-yl)-2-(1-(4-fluorophenyl)ethoxy)phenyl)-1,1-difluoromethanesulfonamide NC1=NC=C(C2=C1C(=NN2C)C2=CC(=C(C=C2)NS(=O)(=O)C(F)F)O[C@@H](C)C2=CC=C(C=C2)F)C=2CCOCC2